C(C1=CC=C(C=C1)O)(C1=CC=C(C=C1)O)C1=C(C=CC=C1)O 2,4',4''-methylidynetrisphenol